ClC1=NC=2N(C(=C1)NCC=1N=C3N(C=CC=C3)C1C)N=CC2C(C)C 5-chloro-3-isopropyl-N-((3-methylimidazo[1,2-a]pyridin-2-yl)methyl)pyrazolo[1,5-a]pyrimidin-7-amine